(tert-butyl 4-((1-cyclopropyl-3-(2,3,6,7-tetrahydroazepin-4-yl)-1H-pyrazol-4-yl) oxy) pyridin-2-yl) carbamate C(N)(OC1=NC=CC(=C1C(C)(C)C)OC=1C(=NN(C1)C1CC1)C=1CCNCCC1)=O